N1=C(C=CC2=CC=C3C=CC=NC3=C12)C=1C=CC(=C(C1)C1=NC=CC=C1)O 2-(5-(1,10-phenanthroline-2-yl)-2-hydroxyphenyl)pyridine